C(C1=CC=CC=C1)OC(=O)N1[C@@H](C(=NCC1)OCC)C (2R)-3-ethoxy-2-methyl-5,6-dihydro-2H-pyrazine-1-carboxylic acid benzyl ester